3-benzyl-3-methyl-4-(3-piperazin-1-ylphenyl)-1H-pyrrolo[2,3-b]Pyridin-2-one C(C1=CC=CC=C1)C1(C(NC2=NC=CC(=C21)C2=CC(=CC=C2)N2CCNCC2)=O)C